COC1=C(C=C(C=N1)NC(C=C)=O)\C=C\[C@@H]1CC[C@H](CC1)C(F)(F)F N-(6-methoxy-5-((E)-2-(trans-4-(trifluoromethyl)cyclohexyl)vinyl)pyridin-3-yl)acrylamide